FC1(CCN(CC1)CC1=CC=C(CNC=2C=3C4=C(C(N(C4=CC2)C2C(NC(CC2)=O)=O)=O)C=CC3)C=C1)F 3-(6-((4-((4,4-difluoropiperidin-1-yl)methyl)benzyl)amino)-2-oxobenzo[cd]indol-1(2H)-yl)piperidine-2,6-dione